4-(2-hydroxyethoxy)phenylpropane OCCOC1=CC=C(C=C1)CCC